3-{[3-(5-methyl-1,2,4-oxadiazol-3-yl)phenyl]formamido}propanoic acid CC1=NC(=NO1)C=1C=C(C=CC1)C(=O)NCCC(=O)O